OC1(CC(CCC1)C(=O)OCC)C(F)(F)F ethyl 3-hydroxy-3-(trifluoromethyl)cyclohexane-1-carboxylate